N,N-dimethylaminopropylamine methyl-triethoxysilanesulfonate COS(=O)(=O)[Si](OCC)(OCC)OCC.CNN(NC)CCC